CCCCCCCCCCCCCCCCCCCCC(C(=O)[O-])I.CCCCCCCCCCCCCCCCCCCCC(C(=O)[O-])I.[Ca+2] calcium iodobehenate